3-(5-(difluoromethyl)-1,3,4-selenadiazole-2-yl)-8-((3S,5S)-3,5-dimethylpiperazin-1-yl)-N-(1-methylcyclopropyl)imidazo[1,5-a]pyridine-6-sulfonamide FC(C1=NN=C([Se]1)C1=NC=C2N1C=C(C=C2N2C[C@@H](N[C@H](C2)C)C)S(=O)(=O)NC2(CC2)C)F